CS(=O)(=O)C=1N=C2N(N1)C(CC2)C2=CC=CC=C2 2-methylsulfonyl-5-phenyl-6,7-dihydro-5H-pyrrolo[1,2-b][1,2,4]triazole